CC(C=O)(COC(C(C)C)=O)C 2,2-dimethyl-3-isobutyryloxypropanal